C1(CCC1)NC=1C=C(C(=O)NC[C@@H](CN2CC3=CC=C4C(=C3CC2)OCO4)O)C=CN1 (S)-2-(cyclobutylamino)-N-(3-(8,9-dihydro-[1,3]dioxolo[4,5-f]isoquinolin-7(6H)-yl)-2-hydroxypropyl)isonicotinamide